4-(aminomethyl)-6-(1-methyl-5-(7-methyl-1-oxo-2,3-dihydro-1H-isoindol-2-yl)-1H-pyrazol-4-yl)phthalazin-1(2H)-one NCC1=NNC(C2=CC=C(C=C12)C=1C=NN(C1N1C(C2=C(C=CC=C2C1)C)=O)C)=O